tert-butyl ((4-((4-(4-(trifluoromethyl)piperidin-1-yl)phenyl)amino)cyclohexyl)methyl)carbamate FC(C1CCN(CC1)C1=CC=C(C=C1)NC1CCC(CC1)CNC(OC(C)(C)C)=O)(F)F